allylphosphate C(C=C)OP(=O)([O-])[O-]